rac-5-bromo-N-((1R,2R)-2-((tert-butyldimethylsilyl)oxy)cyclohexyl)-2-methylaniline BrC=1C=CC(=C(N[C@H]2[C@@H](CCCC2)O[Si](C)(C)C(C)(C)C)C1)C |r|